NC1=C2C(=NC=N1)N(N=C2C2=CC=C(C=C2)OC2=CC=CC=C2)[C@H]2CN(CCC2)C(=O)N2CCC(CC2)C=2C=C1CN(C(C1=CC2)=O)C2C(NC(CC2)=O)=O 3-(5-(1-((R)-3-(4-amino-3-(4-phenoxyphenyl)-1H-pyrazolo[3,4-d]pyrimidin-1-yl)piperidine-1-carbonyl)piperidin-4-yl)-1-oxoisoindolin-2-yl)piperidine-2,6-dione